CN1N=CC(=C1)C1=CC(=NC(=N1)S(=O)(=O)C)N 6-(1-methyl-1H-pyrazol-4-yl)-2-(methylsulfonyl)pyrimidin-4-amine